2-Hydroxypropyltripropylammonium Hydroxide [OH-].OC(C[N+](CCC)(CCC)CCC)C